BrC=1C=C(C=CC1)C1=NC=NN1C 5-(3-bromophenyl)-1-methyl-1H-1,2,4-triazole